C1(CCC1)NC(=O)C1=CC2=C(N=C(O2)C2=CC(=CC(=C2)Cl)Cl)C=C1 N-cyclobutyl-2-(3,5-dichlorophenyl)benzo[d]oxazole-6-carboxamide